The molecule is an oligosaccharide sulfate consisting of 2-O-sulfo-beta-D-glucopyranuronic acid and 2-deoxy-6-O-sulfo-2-(sulfoamino)-alpha-D-glucopyranose residues joined in sequence by a (1->4) glycosidic bond. It is a disaccharide derivative, an oligosaccharide sulfate and a member of sulfamic acids. C([C@@H]1[C@H]([C@@H]([C@H]([C@H](O1)O)NS(=O)(=O)O)O)O[C@H]2[C@@H]([C@H]([C@@H]([C@H](O2)C(=O)O)O)O)OS(=O)(=O)O)OS(=O)(=O)O